4-(2-aminopyridin-4-yl)-2-(3-(2-((1,5-dimethyl-1H-pyrazol-3-yl)amino)-5-methylpyrimidin-4-yl)-1H-indol-7-yl)isoindolin-1-one NC1=NC=CC(=C1)C1=C2CN(C(C2=CC=C1)=O)C=1C=CC=C2C(=CNC12)C1=NC(=NC=C1C)NC1=NN(C(=C1)C)C